ClC1=C(C(=NC(=N1)C)C(C(=O)OC)C(=O)OC)C1OCCO1 Dimethyl 2-(6-chloro-5-(1,3-dioxolan-2-yl)-2-methylpyrimidin-4-yl)malonate